BrC1=C(C=CC=C1)C[C@H](CO)NC(OC(C)(C)C)=O tert-butyl (R)-(1-(2-bromophenyl)-3-hydroxypropan-2-yl)carbamate